5-amino-3-cyano-1-(4-cyanophenyl)pyrazole NC1=CC(=NN1C1=CC=C(C=C1)C#N)C#N